NC1=C(C=2C=NC(=C(C2N1C1=C2C=NNC2=CC=C1C)CC1CC(C1)(F)F)C1CC1)C(=O)N 2-amino-6-cyclopropyl-7-((3,3-difluorocyclobutyl)methyl)-1-(5-methyl-1H-indazol-4-yl)-1H-pyrrolo[3,2-c]pyridine-3-carboxamide